(5'S,7a'R)-5'-(3,5-difluoro-phenyl)-1-(2-fluoro-4-methoxybenzoyl)tetra-hydro-3'H-spiro[piperidine-4,2'-pyrrolo[2,1-b]oxazol]-3'-one FC=1C=C(C=C(C1)F)[C@@H]1CC[C@H]2OC3(C(N21)=O)CCN(CC3)C(C3=C(C=C(C=C3)OC)F)=O